N-carbamoyl-methyl-4-phenyl-2-pyrrolidinone C(N)(=O)N1C(C(C(C1)C1=CC=CC=C1)C)=O